[Eu].[Ce] cerium-europium